CC(CNC1=NC(=NC=C1C(=O)N)NC=1C=NN(C1)C1CCOCC1)=C 4-((2-methylallyl)amino)-2-((1-(tetrahydro-2H-pyran-4-yl)-1H-pyrazol-4-yl)amino)pyrimidin-5-carboxamide